1-(benzenesulfonyl)-1H-pyrrole C1(=CC=CC=C1)S(=O)(=O)N1C=CC=C1